4-[5-(3,5-dichlorophenyl)-5-(trifluoromethyl)-4H-1,2-oxazol-3-yl]-N-[(Z)-methoxyiminomethyl]-2-methylbenzamide ClC=1C=C(C=C(C1)Cl)C1(CC(=NO1)C1=CC(=C(C(=O)N\C=N/OC)C=C1)C)C(F)(F)F